ClC1=C(C(N(N=C1OC)C)=O)C1=C(C(=CC2=CC=CC=C12)C)C 5-chloro-4-(2,3-dimethyl-1-naphthyl)-6-methoxy-2-methyl-3(2H)-pyridazinone